3-(3-(3-methoxy-4-(2-methoxyethoxy)phenoxy)azetidin-1-yl)-2-(1H-pyrrol-1-yl)benzoic acid COC=1C=C(OC2CN(C2)C=2C(=C(C(=O)O)C=CC2)N2C=CC=C2)C=CC1OCCOC